C1(CC1)(C(=O)N)C(=O)N cyclopropan-1,1-dicarboxamid